O=C1NC(CCC1N1C(C2=CC=C(C=C2C1=O)N1CC(C1)CN1CCN(CC1)C1=NC=NC(=C1)C1=NNC2=CC=C(C=C12)OC1(CC1)C)=O)=O 2-(2,6-dioxopiperidin-3-yl)-5-(3-((4-(6-(5-(1-methylcyclopropoxy)-1H-indazol-3-yl)pyrimidin-4-yl)piperazin-1-yl)methyl)azetidin-1-yl)isoindoline-1,3-dione